benzyl ((1S)-cyclohexyl(2-(((3R,5R)-2-oxo-5-(trifluoromethyl)piperidin-3-yl)methyl)-3-(tetrahydro-2H-pyran-4-yl)imidazo[1,2-b][1,2,4]triazin-6-yl)methyl)carbamate C1(CCCCC1)[C@@H](C=1N=C2N(N=C(C(=N2)C2CCOCC2)C[C@@H]2C(NC[C@@H](C2)C(F)(F)F)=O)C1)NC(OCC1=CC=CC=C1)=O